OC1=CC=C2C=CC(OC2=C1)=O 7-hydroxycoumarine